[N+](=O)([O-])C=1C=C(C=C(C1)C(F)(F)F)[C@@H](C)NC(=O)C1=NNC(C=C1)=O N-[(1R)-1-[3-nitro-5-(trifluoromethyl)phenyl]ethyl]-6-oxo-1H-pyridazine-3-carboxamide